4-[[4-(difluoromethoxy)phenyl]methyl]-3-fluoro-5-(1H-pyrazol-1-yl)pyridine FC(OC1=CC=C(C=C1)CC1=C(C=NC=C1N1N=CC=C1)F)F